5-(1-(4-(ethoxymethyl)-4-(2-(5-fluoropyridin-2-yl)ethyl)-2,2-dimethylpyrrolidin-1-yl)cyclopropyl)-2-methylpyridine C(C)OCC1(CC(N(C1)C1(CC1)C=1C=CC(=NC1)C)(C)C)CCC1=NC=C(C=C1)F